CN1C(C2(C3=C1C=NC=1C=CC(=CC31)C=3C=C(C(=NC3)OCCCN3CCCCC3)C3N(CCNC3)S(=O)(=O)N)CCC2)=O 5-(3'-methyl-2'-oxo-2',3'-dihydrospiro[cyclobutane-1,1'-pyrrolo[2,3-c]quinolin]-8'-yl)-2-(3-(piperidin-1-yl)propoxy)pyridin-3-ylpiperazine-1-sulfonamide